C(CCCCC(C)C)OC(C(=C)C)=O.C(C(=C)C)(=O)OC methyl methacrylate Isooctyl-methacrylate